(Z)-1-(3-(2-(sec-butoxy)-5-methylphenyl)-4-oxothiazolidin-2-ylidene)-3-(2-fluoro-4-(1-(4-(trifluoromethoxy)phenyl)-1H-1,2,4-triazol-3-yl)phenyl)urea C(C)(CC)OC1=C(C=C(C=C1)C)N1/C(/SCC1=O)=N/C(=O)NC1=C(C=C(C=C1)C1=NN(C=N1)C1=CC=C(C=C1)OC(F)(F)F)F